5-(4-((6-(3-ethylureido)pyridazin-3-yl)methyl)piperazin-1-yl)-N,6-dimethylpicolinamide C(C)NC(NC1=CC=C(N=N1)CN1CCN(CC1)C=1C=CC(=NC1C)C(=O)NC)=O